F[C@H]1CN(CC1)C1=NC=CC(=C1)C=1SC=2C=NC(=CC2N1)NC1=NC(=NC=C1)N1[C@@H]2CN([C@H](C1)C2)C N-(2-{2-[(3R)-3-Fluoropyrrolidin-1-yl]pyridin-4-yl}-[1,3]thiazolo[5,4-c]pyridin-6-yl)-2-[(1S,4S)-5-methyl-2,5-diazabicyclo[2.2.1]heptan-2-yl]pyrimidin-4-amine